FC1([C@H](C1)C(=O)NC1=NC=NC(=C1)C=1C(=NC=CC1)NC=1C=NC(=CC1C)C(CC)=O)F (1R)-2,2-difluoro-N-(6-{2-[(4-methyl-6-propanoylpyridin-3-yl)amino]pyridin-3-yl}pyrimidin-4-yl)cyclopropane-1-carboxamide